3-hydroxyanthracenic acid-d3 OC1=C(C(=C2C=C3C=CC=CC3=C(C2=C1[2H])[2H])C(=O)O)[2H]